[Mg+2].C([O-])([O-])=O.[Ca+2].C([O-])([O-])=O calcium carbonate, magnesium salt